fluoromethyl-L-carnitine FC[C@](O)(C[N+](C)(C)C)CC([O-])=O